C(CCCCC)(=O)O.C(CCCC)NC(=O)NC1=CC2=NC3=C(C=CC=C3C2=CC=C1)NCCC=1C=NN(C1)C(C)C N-pentyl-N'-(4-(2-(1-isopropyl-1H-pyrazol-4-yl)ethyl)aminocyclohepta[7,6-b]indol-7-yl)urea caproate